FC1=C(C(=C(C(=C1[2H])[2H])[2H])F)C(O)([2H])[2H] (2,6-difluorophenyl-3,4,5-d3)methan-d2-ol